4-chloro-2-hydrazino-6-isopropylpyridine ClC1=CC(=NC(=C1)C(C)C)NN